FC(CN1CN=CC2=C1NC=C2C=2C=C1C=CC=NC1=CC2)(C)C N-(2-Fluoro-2-methylpropyl)-5-(quinolin-6-yl)-7H-pyrrolo[2,3-d]pyrimidin